2-chloromethyl-3-(2-methoxyethoxy)propene 3'-chloro-6-(3-(4-(3-(3-(trifluoromethyl)phenyl)ureido)phenoxy)azetidin-1-yl)-[1,1'-biphenyl]-2-carboxylate ClC=1C=C(C=CC1)C=1C(=CC=CC1N1CC(C1)OC1=CC=C(C=C1)NC(=O)NC1=CC(=CC=C1)C(F)(F)F)C(=O)O.ClCC(=C)COCCOC